3-(2-cyclopropyl-6-trifluoromethylpyridin-4-yl)-1H-1,2,4-triazole C1(CC1)C1=NC(=CC(=C1)C1=NNC=N1)C(F)(F)F